5-(1H-indol-3-yl)-2-(2-phenyl-1-(3-(p-tolyl)thioureido)ethyl)oxazole-4-carboxylic acid methyl ester COC(=O)C=1N=C(OC1C1=CNC2=CC=CC=C12)C(CC1=CC=CC=C1)NC(=S)NC1=CC=C(C=C1)C